3,4-didecyloxythiophene C(CCCCCCCCC)OC1=CSC=C1OCCCCCCCCCC